2-isopropyl-8-methyl-octahydro-2H-pyrazino[1,2-a]pyrazine C(C)(C)N1CC2N(CC1)CCN(C2)C